(2R,3R)-2-(6-chloro-2-(hex-1-yn-1-yl)-8-(1-methyl-1H-pyrrol-2-yl)-9H-purin-9-yl)tetrahydrofuran-3-ol ClC1=C2N=C(N(C2=NC(=N1)C#CCCCC)[C@@H]1OCC[C@H]1O)C=1N(C=CC1)C